[Cl-].C(CCCCCCCCCCC)[N+](CCOC1=CC=CC=C1)(C)C dodecyl-dimethyl-2-phenoxyethyl-ammonium chloride